ClC1=CC=C(CC2C(N(CCO2)C2=NN(C(=C2)C2=CN=NC=C2C)COCC[Si](C)(C)C)=O)C=C1 2-(4-Chlorobenzyl)-4-(5-(5-methylpyridazin-4-yl)-1-((2-(trimethylsilyl)ethoxy)methyl)-1H-pyrazol-3-yl)morpholin-3-one